2,3-dihydro-quinazolin-4-one N1CNC(C2=CC=CC=C12)=O